C(C)(C)(C)OC(=O)N1[C@@H](C[C@@](CC1)(C(=O)OC(C)(C)C)CC1=NC(=CC(=C1F)SC)Cl)C.CN1N=C(C=C1)C12CC(C1)C2 Methyl-3-(bicyclo[1.1.1]pentan-1-yl)-1H-pyrazole di-tert-butyl-(2R,4R)-4-((6-chloro-3-fluoro-4-(methylthio)pyridin-2-yl)methyl)-2-methylpiperidine-1,4-dicarboxylate